2-amino-N-(2-((2-(benzo[d][1,3]dioxol-5-yl)-4H-benzopyran-4-ylidene)amino)phenyl)propanamide NC(C(=O)NC1=C(C=CC=C1)N=C1C=C(OC2=C1C=CC=C2)C2=CC1=C(OCO1)C=C2)C